5-oxo-2,6-dihydropyridine-1-carboxylic acid tert-butyl ester C(C)(C)(C)OC(=O)N1CC=CC(C1)=O